2-(6-(cyclopropanesulfonamido)pyrazin-2-yl)-N-(5-(6-ethoxypyrazin-2-yl)pyridin-2-yl)-2-(S)-fluorobutanamide C1(CC1)S(=O)(=O)NC1=CN=CC(=N1)[C@](C(=O)NC1=NC=C(C=C1)C1=NC(=CN=C1)OCC)(CC)F